ClC1=CNC2=C(C=CC(=C12)Cl)NS(=O)(=O)C1=CC=C(C=C1)OC1(CCN(CC1)C(C(F)(F)F)=O)C N-(3,4-dichloro-1H-indol-7-yl)-4-((4-methyl-1-(2,2,2-trifluoroacetyl)piperidin-4-yl)oxy)benzenesulfonamide